(S)-N-(1-amino-3-hydroxy-2-methyl-1-oxopropan-2-yl)-2-methyl-5-(4-methylbenzyl)benzofuran-3-carboxamide NC([C@@](CO)(C)NC(=O)C1=C(OC2=C1C=C(C=C2)CC2=CC=C(C=C2)C)C)=O